Pentamethylcyclopentadienyl-(1-isopropyl-5,6-dimethylindenyl)hafnium CC1=C(C(=C(C1([Hf]C=1C(C2=CC(=C(C=C2C1)C)C)C(C)C)C)C)C)C